ClC1=CC=C(CNC(=O)NC2=CC=C(C=C2)CN2CCS(CC2)(=O)=O)C=C1 1-(4-chlorobenzyl)-3-(4-((1,1-dioxidothiomorpholino)methyl)phenyl)urea